N-[(1S,2R,3E)-2-hydroxy-1-(hydroxymethyl)-3-heptadecen-1-yl]-nonadecanamide O[C@@H]([C@H](CO)NC(CCCCCCCCCCCCCCCCCC)=O)\C=C\CCCCCCCCCCCCC